FC(C=1N=C2N(C(=CC=C2)N[C@@H]2CC[C@@H](CC2)NC2=CC=CC=3N2C=C(N3)C(F)(F)F)C1)(F)F cis-N1,N4-bis(2-(trifluoromethyl)imidazo[1,2-a]pyridin-5-yl)cyclohexane-1,4-diamine